2-(6-(4-(5-(benzyloxy)-6-methylpyrimidine-4-carbonyl)piperazine-1-yl)-2-(cyclohept-1-en-1-yl)-5-ethyl-7-oxo-[1,2,4]triazolo[1,5-a]pyrimidine-4(7H)-yl)-N-(4-(tert-butyl)phenyl)acetamide C(C1=CC=CC=C1)OC=1C(=NC=NC1C)C(=O)N1CCN(CC1)C1=C(N(C=2N(C1=O)N=C(N2)C2=CCCCCC2)CC(=O)NC2=CC=C(C=C2)C(C)(C)C)CC